IC1=CC=C(C=C1)C1(CC1)C(NO)=N 1-(4-iodophenyl)-N-hydroxycyclopropane-1-carboximidamide